Cl.CN(C=1C=C2CCNCC2=CC1)C N,N-dimethyl-1,2,3,4-tetrahydroisoquinolin-6-amine hydrochloride